8-(4-(1,4-diazepan-1-yl)-6-(1H-pyrazol-1-yl)-1,3,5-triazin-2-yl)-2-oxa-5,8-diazaspiro[3.5]nonane N1(CCNCCC1)C1=NC(=NC(=N1)N1N=CC=C1)N1CCNC2(COC2)C1